((1R,5S,6s)-6-((4-(2-aminopropan-2-yl)-6-(2,4-dimethylphenyl)pyridin-2-yl)oxy)-3-azabicyclo[3.1.0]hexan-3-yl)(4-methyl-2-(pyrimidin-2-yl)thiazol-5-yl)methanone NC(C)(C)C1=CC(=NC(=C1)C1=C(C=C(C=C1)C)C)OC1[C@@H]2CN(C[C@H]12)C(=O)C1=C(N=C(S1)C1=NC=CC=N1)C